benzyl ((S)-4-methyl-1-(((S)-5-(methylsulfonyl)pent-1-yn-3-yl)amino)-1-oxopentan-2-yl)carbamate CC(C[C@@H](C(=O)N[C@H](C#C)CCS(=O)(=O)C)NC(OCC1=CC=CC=C1)=O)C